(R)-(3-(3-(bis(methyl-d3)amino)-1,2,4-thiadiazol-5-yl)-8-methyl-5,6-dihydro-[1,2,4]triazolo[4,3-a]pyrazin-7(8H)-yl)(4-chlorophenyl)methanone C([2H])([2H])([2H])N(C1=NSC(=N1)C1=NN=C2N1CCN([C@@H]2C)C(=O)C2=CC=C(C=C2)Cl)C([2H])([2H])[2H]